[N+](=O)([O-])C1=C(C=C(OC2CC3(CC(C3)N)C2)C=C1)C(F)(F)F 6-(4-nitro-3-(trifluoromethyl)phenoxy)spiro[3.3]heptan-2-amine